C12(CC(C1)C2)NS(=O)(=O)NC2=NC=CC(=C2F)CC=2C(=C(C(=C(C(=O)N)C2)NC2=C(C=C(C=C2)I)F)F)F 5-[[2-(1-bicyclo[1.1.1]pentylsulfamoylamino)-3-fluoropyridin-4-yl]methyl]-3,4-difluoro-2-(2-fluoro-4-iodoanilino)benzamide